Cl.Cl.C[C@H]1CN(CCC1)C1CCNCCC1 4-[(3R)-3-methylpiperidin-1-yl]azepan dihydrochloride